F[C@H]1[C@H](N(C[C@H]1O)C1(C2=CC=CC=C2C=2C=CC=CC12)C1=CC=CC=C1)C(=O)O (2R,3S,4R)-3-fluoro-4-hydroxy-1-(9-phenyl-9H-fluoren-9-yl)pyrrolidine-2-carboxylic acid